CN1C=CC2=CC(=CC=C12)C n-methyl-5-methylindole